(E)-2,2'-((2-((4-methoxy-4-oxobut-2-enoyl)oxy)ethyl)azanediyl)diacetic acid hydrochloride Cl.COC(/C=C/C(=O)OCCN(CC(=O)O)CC(=O)O)=O